C(CCC)(=O)OCCC butyric acid, propyl ester